(S)-2-ethyl-4-((1S,3R)-3-(1-isopropyl-3-(2-(trifluoromethyl)pyrimidin-5-yl)-1H-1,2,4-triazol-5-yl)cyclopentyl)morpholine C(C)[C@H]1CN(CCO1)[C@@H]1C[C@@H](CC1)C1=NC(=NN1C(C)C)C=1C=NC(=NC1)C(F)(F)F